bromo-1-(methyl-d3)pyridin-2(1H)-one BrC=1C(N(C=CC1)C([2H])([2H])[2H])=O